ClC=1C=C(C=CC1)C(CS(=O)(=O)C)=O 1-(3-chlorophenyl)-2-(methylsulfonyl)ethan-1-one